FC(C)(F)C1=CC=C(C=C1)S(=O)(=O)N1N=C(C=2C(=CC=CC12)O)N1CC(C(C1)(F)F)(F)F 1-[4-(1,1-difluoroethyl)phenyl]sulfonyl-3-(3,3,4,4-tetrafluoropyrrolidin-1-yl)indazol-4-ol